FC(C(=O)O)(F)F.C1(CC1)C1=C(CN2CCC(CC2)COC2=CC3=C(C(CO3)CC(=O)O)C=C2)C=C(C=C1)OCC 2-(6-((1-(2-cyclopropyl-5-ethoxybenzyl)piperidin-4-yl)methoxy)-2,3-dihydrobenzofuran-3-yl)acetic acid, trifluoroacetate salt